CC(C(C)NC1C(CCCC1)N)(C)C N-(3,3-dimethylbut-2-yl)cyclohexane-1,2-diamine